C(C)(=O)O[C@@H]1[C@@H](OC2=C(C=C(C=C2)N=[N+]=[N-])C)O[C@@H]([C@H]([C@@H]1OC(C)=O)OC(C)=O)COC(C)=O 4-azido-2-methylphenyl 2,3,4,6-tetra-O-acetyl-α-D-mannopyranoside